3α,7β-dihydroxy-12-keto-5β-cholane O[C@H]1C[C@H]2C[C@@H]([C@H]3[C@@H]4CC[C@H]([C@@H](CCC)C)[C@]4(C(C[C@@H]3[C@]2(CC1)C)=O)C)O